BrC=1C=C(C=CC1)C1(C2=C(NC=3N=CC(=C(C13)I)F)CC(C=C2)(C)C)C 5-(3-bromophenyl)-3-fluoro-4-iodo-5,8,8-trimethyl-5,8,9,10-tetrahydrobenzo[b][1,8]naphthyridine